3-(1-Ethyl-6-(7-oxa-4-azaspiro[2.5]octan-4-yl)-1H-pyrazolo[4,3-c]pyridin-3-yl)-2,6-difluoro-5-(trifluoromethyl)phenol C(C)N1N=C(C=2C=NC(=CC21)N2C1(CC1)COCC2)C=2C(=C(C(=C(C2)C(F)(F)F)F)O)F